N=1C=CN2N=CC(=CC21)C#N imidazo[1,2-b]pyridazine-7-carbonitrile